tert-butyl 4-(2-(methylsulfonyl)-6-(3,4,5-trifluorobenzylamino)pyrimidin-4-yl)piperazine-1-carboxylate CS(=O)(=O)C1=NC(=CC(=N1)N1CCN(CC1)C(=O)OC(C)(C)C)NCC1=CC(=C(C(=C1)F)F)F